4-((dimethylamino)methyl)-N-(3-methoxybenzyl)-N-(3-morpholinobenzyl)thiazol-2-amine CN(C)CC=1N=C(SC1)N(CC1=CC(=CC=C1)N1CCOCC1)CC1=CC(=CC=C1)OC